C(C)(C)(C)OC(=O)N(C/C=C/C(=O)O)C(C)(C)C (E)-4-((tert-butoxycarbonyl)(tert-butyl)amino)but-2-enoic acid